2-((1-phenylethyl)sulfinyl)-1-(4-(5-(trifluoromethyl)-1,2,4-oxadiazol-3-yl)phenyl)ethan-1-one C1(=CC=CC=C1)C(C)S(=O)CC(=O)C1=CC=C(C=C1)C1=NOC(=N1)C(F)(F)F